C(C)(C)(C)N(C(O)=O)CCCC[C@H](C)NC1=C(C=CC=C1C#C[Si](C)(C)C)[N+](=O)[O-].CC1=C(C(=CC=C1)SC)C1=NOCC1 3-(2-methyl-6-methylthiophenyl)-4,5-dihydroisoxazole tert-butyl-(S)-(5-((2-nitro-6-((trimethylsilyl)ethynyl)phenyl)amino)hexyl)carbamate